NC1=C(C(=NN1C(C)C)C1=CC=C(C=C1)CC(=O)O)C(N)=O 2-(4-(5-Amino-4-carbamoyl-1-isopropyl-1H-pyrazol-3-yl)phenyl)acetic acid